1-(4-(4-(4-amino-5-(3-methoxy-4-((6-methylpyridin-2-yl)oxy)phenyl)-7-methyl-7H-pyrrolo[2,3-d]pyrimidin-6-yl)-5-methyl-1H-pyrazol-1-yl)piperidin-1-yl)prop-2-en-1-one NC=1C2=C(N=CN1)N(C(=C2C2=CC(=C(C=C2)OC2=NC(=CC=C2)C)OC)C=2C=NN(C2C)C2CCN(CC2)C(C=C)=O)C